alpha-D-glucosamine pentaacetate C(C)(=O)O.C(C)(=O)O.C(C)(=O)O.C(C)(=O)O.C(C)(=O)O.O[C@@H]1[C@H](N)[C@@H](O)[C@H](O)[C@H](O1)CO